3-methyl-1-(naphthalen-1-yl)-1H-benzo[g]indazol-5-ol CC1=NN(C2=C3C(=C(C=C12)O)C=CC=C3)C3=CC=CC1=CC=CC=C31